[Si](C)(C)(C(C)(C)C)OC(CS(=O)(=O)C1(CC1)CN1C(C2=C(CC1)C(=NN2C)C(=O)NCC2=CC=C(C=C2)C#N)=O)(C)C 6-((1-((2-((tert-Butyldimethylsilyl)oxy)-2-methylpropyl)sulfonyl)cyclopropyl)methyl)-N-(4-cyanobenzyl)-1-methyl-7-oxo-4,5,6,7-tetrahydro-1H-pyrazolo[3,4-c]pyridine-3-carboxamide